S(=O)(=O)(O)C(C(=O)OCC(C(=O)O)C(=O)O)CC(=O)NCCCCCCCCCCCCCCCCCC.[Na].[Na].[Na].[Na] Tetrasodium Dicarboxyethyl Stearyl Sulphosuccinamate